O=C1C(CCCC1)OC=1C=C2COC(C2=CC1)=O 5-((2-Oxocyclohexyl)oxy)isobenzofuran-1(3H)-one